(S)-4-(3-methyl-2,8-diazaspiro[4.5]decan-2-yl)-2-(trifluoromethyl)benzonitrile C[C@@H]1N(CC2(C1)CCNCC2)C2=CC(=C(C#N)C=C2)C(F)(F)F